C(C)C(CC(C(=O)O)(CCCCCCCC(=O)O)CC(CCCC)CC)CCCC.NC1=CC=C(C=C1)CCCO 3-(4-aminophenyl)propan-1-ol bis(2-ethylhexyl)decanedioate